NC1=C(C(=NC=N1)N1CC(C(CC1)C(F)(F)F)N1C([C@H](CCC1)NC1=CC(=CC(=C1)F)Cl)=O)F trans-(3S)-1'-(6-Amino-5-fluoropyrimidin-4-yl)-3-(3-chloro-5-fluorophenylamino)-4'-(trifluoromethyl)-1,3'-bipiperidin-2-one